BrC1=C(C=CC=2NC(OC21)=O)F 7-Bromo-6-fluorobenzo[d]Oxazol-2(3H)-one